1-(4-azidophenyl)-5-(3-hydroxy-4-methoxyphenyl)-3-(trifluoromethyl)-1H-pyrazole-4-carbonitrile N(=[N+]=[N-])C1=CC=C(C=C1)N1N=C(C(=C1C1=CC(=C(C=C1)OC)O)C#N)C(F)(F)F